2-dodecylbenzoyl-4-methoxybenzophenone C(CCCCCCCCCCC)C1=C(C(=O)C2=C(C(=O)C3=CC=CC=C3)C=CC(=C2)OC)C=CC=C1